(R)-3-(3-((5-(isothiazol-3-yl)-1H-pyrrolo[2,3-b]pyridin-4-yl)amino)piperidin-1-yl)-3-oxopropanenitrile S1N=C(C=C1)C=1C(=C2C(=NC1)NC=C2)N[C@H]2CN(CCC2)C(CC#N)=O